(R)-N-(7-chloro-6-(1-((3R,4R)-4-hydroxytetrahydrofuran-3-yl)piperidin-4-yl)isoquinolin-3-yl)-6-oxaspiro[2.5]octane-1-carboxamide ClC1=C(C=C2C=C(N=CC2=C1)NC(=O)[C@@H]1CC12CCOCC2)C2CCN(CC2)[C@@H]2COC[C@@H]2O